tert-Butyl (S)-2-chloro-4-(1-(2-cyano-1-cyclopentylethyl)-1H-pyrazol-4-yl)-7H-pyrrolo[2,3-d]pyrimidine-7-carboxylate ClC=1N=C(C2=C(N1)N(C=C2)C(=O)OC(C)(C)C)C=2C=NN(C2)[C@@H](CC#N)C2CCCC2